gamma-ketovaleric acid O=C(CCC(=O)O)C